CN([C@H]1CCN(C2=C(C=CC=C12)C)S(=O)(=O)C1=C(C=C(C=C1)C=1C=NN(C1)C)C)C (4S)-N,N,8-trimethyl-1-[2-methyl-4-(1-methylpyrazol-4-yl)phenyl]sulfonyl-3,4-dihydro-2H-quinolin-4-amine